CC(=O)[N-]C1=CC=C(C=C1)OC(F)(F)F.[Li+] lithium methylcarbonyl-4-(trifluoromethoxy)phenylamide